C1(CC1)N1N=C2C(=CC=C(C2=C1)N1CC(C1)OC1=CC=CC=C1)OC 2-cyclopropyl-7-methoxy-4-(3-phenoxyazetidin-1-yl)-2H-indazole